N-(5-(5-benzyl-1,2,4-oxadiazol-3-yl)-2-methylphenyl)-7-methoxyimidazo[1,2-a]pyridine-3-carboxamide C(C1=CC=CC=C1)C1=NC(=NO1)C=1C=CC(=C(C1)NC(=O)C1=CN=C2N1C=CC(=C2)OC)C